tert-Butyl (2-((3S,5S)-5-((3-methyl-6-(trifluoromethyl)pyridin-2-yl)carbamoyl)pyrrolidin-3-yl)propan-2-yl)carbamate CC=1C(=NC(=CC1)C(F)(F)F)NC(=O)[C@@H]1C[C@@H](CN1)C(C)(C)NC(OC(C)(C)C)=O